ClC1=C(C=C(N=N1)N1CC[C@H]2[C@@H]1CN(CC2)CC)C(F)F |r| rac-(3aS,7aR)-1-[6-chloro-5-(difluoromethyl)pyridazin-3-yl]-6-ethyl-3,3a,4,5,7,7a-hexahydro-2H-pyrrolo[2,3-c]pyridine